CN1N=C(C(=C1)C1=CC(=C2CNC(C2=C1)=O)F)C 6-(1,3-Dimethyl-1H-pyrazol-4-yl)-4-fluoroisoindolin-1-one